CC(C([2H])([2H])C=1C=CC=NC1)(C)C 5-(2,2-dimethylpropyl-1,1-d2)-pyridin